N-[(1S)-1-phenylethyl]-1-[5-(pyridin-4-yl)-1H-pyrazole-3-carbonyl]piperidine-4-carboxamide C1(=CC=CC=C1)[C@H](C)NC(=O)C1CCN(CC1)C(=O)C1=NNC(=C1)C1=CC=NC=C1